NC1=C(C=CC=C1)NC=1C=C(C(=NC1)NC)C N5-(2-aminophenyl)-N2,3-dimethylpyridine-2,5-diamine